C(C)(C)(C)N(C(O)=O)CCCCN.C(C)OC1=C(C=C2CN(C(C2=C1)=O)CC1CCOCC1)C(=O)NC[C@H]([C@H]1NCC2=CC=CC=C2C1)O 6-ethoxy-N-((R)-2-hydroxy-2-((S)-1,2,3,4-tetrahydroisoquinolin-3-yl)ethyl)-1-oxo-2-((tetrahydro-2H-pyran-4-yl)methyl)isoindoline-5-carboxamide tert-butyl-(4-aminobutyl)carbamate